C(C)(C)(C)C1=NC(=CC(=C1C(=O)O)N[C@@H](C(=O)N)C)Cl.ClC1=C(NC2=NSC3=C2C=CC=C3)C=CC=C1C1=CC=CC=3OCOCC31 3-(2-chloro-3-(1,3-benzodioxan-5-yl)anilino)benzisothiazol tert-butyl-6-chloro-4-[[(1R)-2-amino-1-methyl-2-oxo-ethyl]amino]pyridine-3-carboxylate